ClC1=CC=2CN(CN3C2C(=C1C(=O)NC(C(=O)O)CC1=CC(=CC=C1)S(=O)(=O)C)C=C3)C(C=CC3=COC=C3)=O 2-(8-chloro-2-(3-(furan-3-yl)acryloyl)-2,3-dihydro-1H-pyrrolo[3,2,1-ij]quinazolin-7-carboxamido)-3-(3-(methylsulfonyl)phenyl)propanoic acid